tert-Butyl (1-(4-bromo-2,5-difluorophenyl)azetidin-3-yl)carbamate BrC1=CC(=C(C=C1F)N1CC(C1)NC(OC(C)(C)C)=O)F